N1-(2,6-bis(3-dodecylphenyl)pyridin-4-yl)-N1,N2,N2-trimethyl-1,2-ethanediamine C(CCCCCCCCCCC)C=1C=C(C=CC1)C1=NC(=CC(=C1)N(CCN(C)C)C)C1=CC(=CC=C1)CCCCCCCCCCCC